BrC=1C(C2=CC(=CC=C2C1C=1N=CSC1C)OCCOC1=CC=C(C=C1)OC)=O 2-bromo-6-(2-(4-methoxyphenoxy)ethoxy)-3-(5-methylthiazol-4-yl)-1H-inden-1-one